C(C1=CC=CC=C1)OC1=NC(=CC=C1C1=NN(C2=C(C=CC=C12)Br)C)OCC1=CC=CC=C1 (2,6-bis(benzyloxy)pyridin-3-yl)-7-bromo-1-methyl-1H-indazole